C[Si](C)(C)N([Si](C)(C)C)[Co]N([Si](C)(C)C)[Si](C)(C)C bis[bis(trimethylsilyl)amino]cobalt